2,6-bis(hept-4-yl)aniline CCCC(CCC)C1=C(N)C(=CC=C1)C(CCC)CCC